tert-butyl (S)-1-(((R)-tert-butylsulfinyl)amino)-6-(3-((2-methoxyethyl)(methyl)amino)-3-oxoprop-1-yn-1-yl)-1,3-dihydrospiro[indene-2,4'-piperidine]-1'-carboxylate C(C)(C)(C)[S@@](=O)N[C@@H]1C2=CC(=CC=C2CC12CCN(CC2)C(=O)OC(C)(C)C)C#CC(=O)N(C)CCOC